2-(3,9-diazabicyclo[3.3.1]nonan-3-yl)-7-(thiazol-2-yl)-5-(2,2,2-trifluoro-1-methoxyethyl)benzo[d]oxazole C12CN(CC(CCC1)N2)C=2OC1=C(N2)C=C(C=C1C=1SC=CN1)C(C(F)(F)F)OC